4-methoxy-α-pyrrolidinopropiophenone COC1CCN(C1)C(C(=O)C1=CC=CC=C1)C